C(C)(C)(C)C1=CC=C(C(=O)C2=CC=C(C=C2)SC2=CC=C(C=C2)[S+](C2=CC=CC=C2)C2=CC=CC=C2)C=C1 4-[4-(4-t-butylbenzoyl)phenylthio]phenyldiphenylsulfonium